4-(2-ethynylphenyl)-6-methylpyridine-3-carboxylic acid C(#C)C1=C(C=CC=C1)C1=C(C=NC(=C1)C)C(=O)O